COC1=C(C(C2=CC=CC=C2)N)C=CC(=C1)OC 2,4-dimethoxy-benzhydrylamine